siloxy methyl ether COO[SiH3]